N-(4-((2-(2-fluoroprop-2-yl)pyrimidin-4-yl)amino)-5-(2-methylpyrimidin-4-yl)pyridin-2-yl)acetamide FC(C)(C)C1=NC=CC(=N1)NC1=CC(=NC=C1C1=NC(=NC=C1)C)NC(C)=O